FC1CN(C1)C(=O)C=1C=C2C(=NN=C(C2=CC1NC)N[C@H](C)C=1C(=C(C#N)C=CC1)C)C (R)-3-(1-((6-(3-fluoroazetidine-1-carbonyl)-4-methyl-7-(methylamino)phthalazin-1-yl)amino)ethyl)-2-methylbenzonitrile